tert-butyl (7-(2-(1-(4-((2,6-dioxopiperidin-3-yl)amino)-2-fluorophenyl)piperidin-4-yl)ethyl)-7-azaspiro[3.5]nonan-2-yl)carbamate O=C1NC(CCC1NC1=CC(=C(C=C1)N1CCC(CC1)CCN1CCC2(CC(C2)NC(OC(C)(C)C)=O)CC1)F)=O